CC1=C(CNC=2C=3N(C=C(C2)NC(C(C)C)=O)C(=C(N3)C)C)C(=CC=C1)C N-(8-((2,6-dimethylbenzyl)amino)-2,3-dimethylimidazo[1,2-a]pyridin-6-yl)isobutyramide